1-((2S)-2-methyl-3-mercapto-1-oxopropyl)-L-proline C[C@@H](C(=O)N1[C@@H](CCC1)C(=O)O)CS